N1C=NC2=NC(=CC=C21)N2CCNCC2 4-(1H-imidazo[4,5-b]pyridin-5-yl)piperazine